FC(C=1C(=C(C=CC1)[C@@H](C)NC=1C2=C(N=C(N1)C)C=NC(=C2)N2CC(CC2)(F)F)F)F N-{(1R)-1-[3-(difluoromethyl)-2-fluorophenyl]ethyl}-6-(3,3-difluoropyrrolidin-1-yl)-2-methylpyrido[3,4-d]pyrimidin-4-amine